COC(C1=CC(=CC=C1)C=1C=C2C=NN(C2=CC1)C)=O 3-(1-methyl-1H-indazol-5-yl)benzoic acid methyl ester